FC1=CC=C(C(=O)C2=CC=C(C=C2)OB(O)O)C=C1 4-p-fluorobenzoylphenylboric acid